methyl (E)-2-[2-[3-(5-methylpyrimidin-2-yloxy)-phenoxy] phenyl]-3-methoxypropenoate CC=1C=NC(=NC1)OC=1C=C(OC2=C(C=CC=C2)/C(/C(=O)OC)=C\OC)C=CC1